C(CCC)OC(C)=O.C(C)(=O)OCCCC Butyl acetate n-Butyl-acetate